N-(6-(6-fluoropyridin-3-yl)-1-(1-isopropylpiperidin-4-yl)-1H-pyrazolo[3,4-d]pyrimidin-4-yl)-5-nitrothiophene-2-carboxamide FC1=CC=C(C=N1)C1=NC(=C2C(=N1)N(N=C2)C2CCN(CC2)C(C)C)NC(=O)C=2SC(=CC2)[N+](=O)[O-]